perfluoro-1,2-dimethyl-cyclohexaneN FC1(C(=C(C(C(C1(F)F)(F)F)(F)F)C(F)(F)F)C(F)(F)F)F